(1-(1-(4-(propan-2-ylidene)cyclohexyl) piperidin-4-yl)-3-(pyrrolidin-1-ylmethyl)-1H-indol-2-yl)methyl carbamate C(N)(OCC=1N(C2=CC=CC=C2C1CN1CCCC1)C1CCN(CC1)C1CCC(CC1)=C(C)C)=O